[Na+].S(=O)(=O)([O-])[O-].C(CCCCCCCCC)[Na].[Na+] decyl-sodium sulfate sodium